hydroxy-1-imidazol-1-yl-pentan-1-one OC(C(=O)N1C=NC=C1)CCC